tert-butyl (S)-((2'-(3-amino-2-chlorophenyl)-3'-chloro-6-methoxy-[2,4'-bipyridin]-5-yl)methyl)(2-((tert-butyldimethylsilyl)oxy)propyl)carbamate NC=1C(=C(C=CC1)C1=NC=CC(=C1Cl)C1=NC(=C(C=C1)CN(C(OC(C)(C)C)=O)C[C@H](C)O[Si](C)(C)C(C)(C)C)OC)Cl